(3S)-3-[3-(4-bromo-5-methyl-pyrazol-1-yl)azetidin-1-yl]pyrrolidine-1-carboxylic acid tert-butyl ester C(C)(C)(C)OC(=O)N1C[C@H](CC1)N1CC(C1)N1N=CC(=C1C)Br